(2R)-6-chloro-4-oxo-N-(3-{4-[(3S)-3-(trifluoromethoxy)pyrrolidine-1-carbonyl]-1H-imidazol-1-yl}bicyclo[1.1.1]pentan-1-yl)-3,4-dihydro-2H-1-benzopyran-2-carboxamide ClC=1C=CC2=C(C(C[C@@H](O2)C(=O)NC23CC(C2)(C3)N3C=NC(=C3)C(=O)N3C[C@H](CC3)OC(F)(F)F)=O)C1